BrC1=CC(=C(C=C1)I)Cl 4-bromo-2-chloro-1-iodobenzene